Bicyclo[2.2.1]hept-5-en-2-yl acrylate C(C=C)(=O)OC1C2C=CC(C1)C2